methyl 1-methyl-3-oxo-3,5,6,7-tetrahydro-2H-cyclopenta[c]pyridine-6-carboxylate CC=1NC(C=C2C1CC(C2)C(=O)OC)=O